[C@@H]1([C@H](O)[C@@H](O)[C@H](O)[C@H](O1)CO)OC1=C(C(=O)O)C=CC=C1 2-(β-D-glucopyranosyloxy)benzoic acid